COC(=O)C1=C(C=C2C(=CC=NC2=C1)OC1=C(C=C(C=C1)N)F)C 4-(4-amino-2-fluorophenoxy)-6-methylquinoline-7-carboxylic acid methyl ester